FC1=CC(=CC=2N(C(=NC21)C)C2CCN(CC2)C)C2=CNC=1N=C(N=CC12)NC1=CC(=CC=C1)N1CCN(CC1)C 5-(4-fluoro-2-methyl-1-(1-methylpiperidin-4-yl)-1H-benzo[d]imidazol-6-yl)-N-(3-(4-methylpiperazin-1-yl)phenyl)-7H-pyrrolo[2,3-d]pyrimidin-2-amine